O=C1N(CC2=CC(=CC=C12)OC1C(CCCC1)NCC=1C=NC=NC1)C1C(NC(CC1)=O)=O 3-(1-oxo-5-((2-((pyrimidin-5-ylmethyl)amino)cyclohexyl)oxy)isoindolin-2-yl)piperidine-2,6-dione